(S)-6-bromo-2-(1-(3-ethoxy-4-methoxyphenyl)-2-(methyl-sulfonyl)ethyl)-4-nitroisoindoline-1,3-dione BrC1=CC(=C2C(N(C(C2=C1)=O)[C@H](CS(=O)(=O)C)C1=CC(=C(C=C1)OC)OCC)=O)[N+](=O)[O-]